N1=CC(=CC(=C1)C(=O)[O-])C=1CCNCC1 1',2',3',6'-tetrahydro-[3,4'-bipyridine]-5-carboxylate